pyridazin-3-ylmethyl ((benzyloxy)carbonyl)-L-alaninate C(C1=CC=CC=C1)OC(=O)N[C@@H](C)C(=O)OCC=1N=NC=CC1